C(C)(C)(C)OC(=O)N1CCN(CC1)CC1CCN(CC1)C1CCNCC1 4-([1,4'-bipiperidin]-4-ylmethyl)piperazine-1-carboxylic acid tert-butyl ester